C(C)(=O)C(C(=O)OC)CCC methyl acetylvalerate